ornithyl-amine N[C@@H](CCCN)C(=O)N